3-ethyl-6-methyl-2-(1-(4-methyl-1,4-diazepan-1-yl)butyl)quinazolin-4(3H)-one C(C)N1C(=NC2=CC=C(C=C2C1=O)C)C(CCC)N1CCN(CCC1)C